NC1=C2N=CN(C2=NC=N1)C[C@@H](C)OCP(=O)(NC(C(=O)OCC(C)(C)OC)(C)C)NC(C(=O)OCCCCCC)(C)C Hexyl 2-((((((R)-1-(6-amino-9H-purin-9-yl)propan-2-yl)oxy)methyl)((1-(2-methoxy-2-methylpropoxy)-2-methyl-1-oxopropan-2-yl)amino)phosphoryl)amino)-2-methylpropanoate